4-chloro-6-methyl-2-(methylsulfanyl)pyrimidine-5-carboxylic acid ClC1=NC(=NC(=C1C(=O)O)C)SC